Tetrafluoroterephthalic Acid FC1=C(C(=C(C(=C1C(=O)O)F)F)C(=O)O)F